(fluoro(7-(((5S,8S,10aR)-8-(morpholine-4-carbonyl)-6-oxo-3-(propylsulfonyl)decahydropyrrolo[1,2-a][1,5]diazocin-5-yl)carbamoyl)naphthalen-2-yl)methyl)phosphonic acid FC(C1=CC2=CC(=CC=C2C=C1)C(N[C@H]1CN(CC[C@@H]2N(C1=O)[C@@H](CC2)C(=O)N2CCOCC2)S(=O)(=O)CCC)=O)P(O)(O)=O